2-(4-aminopiperidin-1-yl)-5-bromo-4-(4-cyano-3-fluorophenyl)pyridin-3-carbonitrile NC1CCN(CC1)C1=NC=C(C(=C1C#N)C1=CC(=C(C=C1)C#N)F)Br